C(C)(C)(C)OC(=O)N1C[C@H](CC1)C(C(=O)O)CC=1C=NC(=CC1)Cl 2-[(3R)-1-tert-butoxycarbonylpyrrolidin-3-yl]-3-(6-chloro-3-pyridyl)propanoic acid